N5-((R)-1-((2-isopropoxy-2-oxoethyl)amino)-3-mercapto-1-oxopropan-2-yl)-L-glutamine C(C)(C)OC(CNC([C@H](CS)NC(CC[C@H](N)C(=O)O)=O)=O)=O